2-(2-(2-aminoethoxy)ethoxy)ethyl carbamate C(N)(OCCOCCOCCN)=O